(2S,5R)-N-{[(2S,4R)-4-Hydroxymethyl-pyrrolidin-2-yl]methyloxy}-7-oxo-6-(sulfooxy)-1,6-diazabicyclo[3.2.1]octane-2-carboxamide OC[C@@H]1C[C@H](NC1)CONC(=O)[C@H]1N2C(N([C@H](CC1)C2)OS(=O)(=O)O)=O